NCCCCN1C2=C(N(C(C3=C1C=C(C=C3)Cl)=O)CCO)C=CC=C2 5-(4-Aminobutyl)-3-chloro-10-(2-hydroxyethyl)-5,10-dihydro-11H-dibenzo[b,e][1,4]diazepin-11-one